N=1N=CN2C=NC=C(C21)C2=CC=C1C=NC(=NN12)N[C@H]1[C@@H](CN(CC1)S(=O)(=O)C)O (3R,4R)-4-((7-([1,2,4]triazolo[4,3-c]pyrimidin-8-yl)pyrrolo[2,1-f][1,2,4]triazin-2-yl)amino)-1-(methylsulfonyl)piperidin-3-ol